meta-fluoroacetophenone FC=1C=C(C=CC1)C(C)=O